6-((3-fluoroazepan-1-yl)methyl)-2-(3-(3-((4-methyl-4H-1,2,4-triazol-3-yl)methyl)oxetan-3-yl)phenyl)-4-(trifluoromethyl)isoindolin-1-one FC1CN(CCCC1)CC1=CC(=C2CN(C(C2=C1)=O)C1=CC(=CC=C1)C1(COC1)CC1=NN=CN1C)C(F)(F)F